(1R,2S,3R,5R)-3-(4-amino-2-chloro-7H-pyrrolo[2,3-d]pyrimidin-7-yl)-5-(3-(azetidin-1-ylmethyl)phenyl)cyclopentane-1,2-diol NC=1C2=C(N=C(N1)Cl)N(C=C2)[C@H]2[C@@H]([C@@H]([C@H](C2)C2=CC(=CC=C2)CN2CCC2)O)O